(R)-2-(3-aminophenoxy)-1-(piperidin-1-yl)propan-1-one NC=1C=C(O[C@@H](C(=O)N2CCCCC2)C)C=CC1